6-Bromo-1-trifluoromethyl-1,3-dihydroisobenzofuran-5-carbonitrile BrC1=C(C=C2COC(C2=C1)C(F)(F)F)C#N